2-(7-Chloroimidazo[1,2-a]pyridine-2-carbonyl)-N-(2,2-diphenylethyl)hydrazine-1-carbothioamide ClC1=CC=2N(C=C1)C=C(N2)C(=O)NNC(NCC(C2=CC=CC=C2)C2=CC=CC=C2)=S